C1(CC1)C1=NN(C=C1C1=CC2=C(C=N1)C=NN2[C@@H]2CC[C@H](CC2)O)[C@@H]2C[C@H](C2)CNC=2C=C1C(N(C(C1=CC2)=O)C2C(NC(CC2)=O)=O)=O 5-(((Trans-3-(3-cyclopropyl-4-(1-(trans-4-hydroxycyclohexyl)-1H-pyrazolo[4,3-c]pyridin-6-yl)-1H-pyrazol-1-yl)cyclobutyl)methyl)amino)-2-(2,6-dioxopiperidin-3-yl)isoindoline-1,3-dione